C1(CCCC1)N1C2=NC(=NC=C2N=C1NC1=CC=CC=C1)NC1=CC=C(C=C1)N1CCN(CC1)C1CCN(CC1)CC=1C(=C2C(N(C(C2=CC1)=O)C1C(NC(CC1)=O)=O)=O)F 5-((4-(4-(4-((9-cyclopentyl-8-(phenylamino)-9H-purin-2-yl)amino)phenyl)piperazin-1-yl)piperidine-1-yl)methyl)-2-(2,6-dioxopiperidin-3-yl)-4-fluoroisoindoline-1,3-dione